2-METHYL-4-PROPYL-1,3-OXATHIANE CC1OCCC(S1)CCC